(S)-N-Methyl-1-(6-(pyrimidin-2-yl)isochroman-1-yl)methanamine hydrochloride salt Cl.CNC[C@H]1OCCC2=CC(=CC=C12)C1=NC=CC=N1